ClC=1N=C2CCN3C(=NC=4C(=NN(C4C(C1)=C23)COCC[Si](C)(C)C)C)C2=C(C=CC=C2F)F 2-[[14-chloro-8-(2,6-difluorophenyl)-5-methyl-3,4,7,9,13-pentazatetracyclo[7.6.1.02,6.012,16]hexadeca-1(16),2(6),4,7,12,14-hexaen-3-yl]methoxy]ethyl-trimethyl-silane